C(C=C)OC1=CC=C(C=O)C=C1 4-(allyloxy)benzaldehyde